CC1(CC(=NO1)C1[C@H]2CN(C[C@@H]12)C(=O)C=1N=CN(C1)CC)C ((1R,5S,6r)-6-(5,5-dimethyl-4,5-dihydro-1,2-oxazol-3-yl)-3-azabicyclo[3.1.0]hex-3-yl)(1-ethyl-1H-imidazol-4-yl)methanone